(2-(4-(dimethylamino)phenyl)benzo[d]thiazol-6-yl)carbazone CN(C1=CC=C(C=C1)C=1SC2=C(N1)C=CC(=C2)NNC(=O)N=N)C